N-(8-cyano-2-methylimidazo[1,2-a]pyridin-6-yl)-5-(4-(cyclopropylamino)piperidin-1-yl)quinazoline-8-carboxamide 2,2,2-trifluoroacetate FC(C(=O)O)(F)F.C(#N)C=1C=2N(C=C(C1)NC(=O)C=1C=CC(=C3C=NC=NC13)N1CCC(CC1)NC1CC1)C=C(N2)C